SCS Dimercaptomethane